C(C1=CC=CC=C1)NC(N(C1=NC=C(C=C1)C=1C=NN(C1)C)[C@@H]1CC[C@H](CC1)NC1=NC=C(C(=N1)N1CC(NCC1)=O)C#N)=O 3-benzyl-1-(trans-4-((5-cyano-4-(3-oxopiperazin-1-yl)pyrimidin-2-yl)amino)cyclohexyl)-1-(5-(1-methyl-1H-pyrazol-4-yl)-pyridin-2-yl)urea